NCCCNCC1=CC=C(C(=O)NC2=CC=C(C=C2)S(=O)(=O)N2CCN(CC2)C2=NC(=CC(=C2)C(F)(F)F)CC)C=C1 4-[(3-Aminopropylamino)methyl]-N-[4-[4-[6-ethyl-4-(trifluoromethyl)-2-pyridyl]piperazin-1-yl]sulfonylphenyl]benzamide